C(#N)C1=CC(=C(COC2=CC=CC(=N2)N2C(CN(CC2)C(=O)OC(C)(C)C)=O)C=C1)F tert-butyl 4-(6-((4-cyano-2-fluorobenzyl) oxy) pyridin-2-yl)-3-oxopiperazine-1-carboxylate